Thiazole-5-carboxylic acid [7-methoxy-4-(tetrahydro-pyran-4-yl)-1H-benzoimidazol-2-yl]-amide COC1=CC=C(C2=C1NC(=N2)NC(=O)C2=CN=CS2)C2CCOCC2